C(=O)(O)CCNC(=O)C1C(C2=CC=C(C=C2C1=O)S(=O)(=O)C=1C=C2C(C(C(C2=CC1)=O)C(=O)NCCC(=O)O)=O)=O 3-{[5-({2-[(2-carboxyethyl)carbamoyl]-1,3-dioxo-2,3-dihydro-1H-inden-5-yl}sulfonyl)-1,3-dioxo-2,3-dihydro-1H-inden-2-yl]formamido}propanoic acid